OCCN1C([C@H]2N(C3=C1C=C(C=N3)C(F)(F)F)CCN(C2)C(=O)OC(C)(C)C)=O t-butyl (S)-5-(2-hydroxyethyl)-6-oxo-3-(trifluoromethyl)-5,6,6a,7,9,10-hexahydro-8H-pyrazino[1,2-a]pyrido[3,2-e]pyrazin-8-carboxylate